3-Methyl-N-[(2E)-1-methylpyridin-2(1H)-ylidene]oxetane-3-carboxamide CC1(COC1)C(=O)/N=C\1/N(C=CC=C1)C